S(=O)(=O)([O-])OS(=O)(=O)[O-].B(F)(F)F.[Na+].ClS(=O)(=O)C1=CC=C(C=C1)N(C(=O)OCC)C.[Na+] (4-(chlorosulfonyl)phenyl)(methyl)urethane sodium boron trifluoride pyrosulfate salt